NC1=C2N=CN(C2=NC=N1)CC(=O)N1[C@@H]2C[C@@H]2C[C@H]1C(=O)NC1=NC(=CC=C1)Br (1R,3S,5R)-2-(2-(6-amino-9H-purin-9-yl)acetyl)-N-(6-bromopyridin-2-yl)-2-azabicyclo[3.1.0]hexane-3-carboxamide